ClC1=NC(=C2N=CN(C2=N1)C1=NN(C(=C1)C)C)NN=CC1=CC(=CC=C1)C 2-chloro-9-(1,5-dimethyl-1H-pyrazol-3-yl)-6-(2-(3-methylbenzylidene)hydrazinyl)-9H-purine